2-(1H-pyrazole-1-yl)pyrimidine N1(N=CC=C1)C1=NC=CC=N1